ClC1=C(CBr)C(=CC=C1Cl)Cl 2,3,6-trichlorobenzyl bromide